4-hydroxy-α,α-dimethyldimethylbenzylethylbenzene OC1=CC=C(CC2=C(C=CC(=C2C)C)C(C)(C)C)C=C1